methyl 5-amino-6-[(2-chloro-5-fluorophenyl)amino]pyridine-3-carboxylate NC=1C=C(C=NC1NC1=C(C=CC(=C1)F)Cl)C(=O)OC